6-oxo-2-azaspiro[3.5]nonane O=C1CC2(CNC2)CCC1